Methyl (Z)-3-(2,3-bis(tert-butoxycarbonyl)guanidino)propanoate C(C)(C)(C)OC(=O)\N=C(\NCCC(=O)OC)/NC(=O)OC(C)(C)C